NC1(CC2=CC(=CC=C2CC1)OC1=C(C=CC=C1)C1=CC=CC2=CC=CC=C12)C(=O)O 2-amino-7-(2-(naphthalen-1-yl)phenoxy)-1,2,3,4-tetrahydronaphthalene-2-carboxylic acid